C1=C(C=CC=2SC3=C(C21)C=CC=C3)C3=CC=C(NC2=CC=C(C=C2)C2=CC1=CC=CC=C1C=C2)C=C3 4-(dibenzo[b,d]thiophen-2-yl)-N-(4-(naphthalen-2-yl)phenyl)aniline